NCCCCCNC1=NC=CC(=C1)C1=CC=C2CC(NC2=C1)=O 6-(2-((5-Aminopentyl)amino)pyridin-4-yl)indolin-2-one